OCC(C)(C)NC(OC1CC(CC1)C1=CC(=NN1)NC1=C(C2=C(CS(C2)(=O)=O)C=C1)F)=O 3-(3-((4-fluoro-2,2-dioxido-1,3-dihydrobenzo[c]thiophen-5-yl)amino)-1H-pyrazol-5-yl)cyclopentyl (1-hydroxy-2-methylpropan-2-yl)carbamate